FC1=C2CNCC2=CC(=C1)OC 4-fluoro-6-methoxyisoindoline